NCC=1C=C(C=CC1)N1N=C(C=C1C(=O)NC1=C(C=CC(=C1)C(CCC1CC1)(C1=CC=CC=C1)O)F)C(F)(F)F (3-(aminomethyl)phenyl)-N-(5-(3-cyclopropyl-1-hydroxy-1-phenylpropyl)-2-fluorophenyl)-3-(trifluoromethyl)-1H-pyrazole-5-carboxamide